FC=1C=C(C=CC1F)C1(CCC1)OCCC(=O)N1CC2CCC(C1)N2C2=NC=C(C#N)C=C2 6-(3-(3-(1-(3,4-difluorophenyl)cyclobutoxy)propionyl)-3,8-diazabicyclo[3.2.1]octan-8-yl)nicotinonitrile